N-[4-[[5-[1-(2-hydroxy-2-methyl-propyl)-4-methyl-indazol-5-yl]-2,6-naphthyridin-3-yl]amino]phenyl]pyrimidine-2-sulfonamide OC(CN1N=CC2=C(C(=CC=C12)C1=C2C=C(N=CC2=CC=N1)NC1=CC=C(C=C1)NS(=O)(=O)C1=NC=CC=N1)C)(C)C